Fluorosulfonyl trifluorovinyl ether FC(=C(F)F)OS(=O)(=O)F